2-(((1R)-1-(3,7-dimethyl-4-oxo-2-(3-(pyridin-2-yl)pyrrolidin-1-yl)-4H-pyrido[1,2-a]pyrimidin-9-yl)ethyl)amino)benzoic acid CC1=C(N=C2N(C1=O)C=C(C=C2[C@@H](C)NC2=C(C(=O)O)C=CC=C2)C)N2CC(CC2)C2=NC=CC=C2